FC1=CC=C(C=C1)S(=NC(C1=CC=C(C=C1)C1=NOC(=N1)C(F)(F)F)=O)(=O)C N-((4-fluorophenyl)(methyl)(oxo)-λ6-sulfanylidene)-4-(5-(trifluoromethyl)-1,2,4-oxadiazol-3-yl)benzamide